COC1=CC=C(C=C1)N1N=C(C=C1)CC(=O)NC=1SC(=CN1)C(F)(F)F 2-(1-(4-methoxyphenyl)-1H-pyrazol-3-yl)-N-(5-(trifluoromethyl)thiazol-2-yl)acetamide